[Pb].[Cu].[Sn] tin-copper-lead